C(N)(=N)C=1C=C(SC1)[C@@H](C)NC(=O)[C@H]1N(C[C@@H](C1)OC(F)F)C(CNC(=O)C=1C=CC2=C(S(C3=C2C=CC=C3)(=O)=O)C1)=O (2S,4R)-N-((R)-1-(4-carbamimidoylthiophen-2-yl)ethyl)-4-(difluoromethoxy)-1-((5,5-dioxidodibenzo[b,d]thiophene-3-carbonyl)glycyl)pyrrolidine-2-carboxamide